N-[(1,3-dicyclohexylhexahydro-2,4,6-trioxo-5-pyrimidinyl)carbonyl]glycine methyl ester COC(CNC(=O)C1C(N(C(N(C1=O)C1CCCCC1)=O)C1CCCCC1)=O)=O